BrC1=NN(C2=NC(=NC(=C21)NCC2OCCC2)Cl)CC2=CC=C(C=C2)OC 3-bromo-6-chloro-1-(4-methoxybenzyl)-N-((tetrahydrofuran-2-yl)methyl)-1H-pyrazolo[3,4-d]pyrimidin-4-amine